C1(CC1)ON=CC1=C(C(=CC(=C1)C#CC1=CC=C(C=C1)N1CCCC1)F)O 3-fluoro-2-hydroxy-5-((4-(pyrrolidin-1-yl)phenyl)ethynyl)benzaldehyde O-cyclopropyl oxime